IC1=CC=2N(C(=C1)OC)N=C(N2)N 7-iodo-5-methoxy-[1,2,4]triazolo[1,5-a]pyridin-2-amine